ethyl 3-(4-chlorophenyl)-1,2,4-oxadiazole-5-carboxylate ClC1=CC=C(C=C1)C1=NOC(=N1)C(=O)OCC